C1(=CC=CC2=CC=CC=C12)P(C1=CC=CC2=CC=CC=C12)C1=CC=CC2=CC=CC=C12 tri(1-naphthyl)phosphorus